(5-(9-borabicyclo[3.3.1]non-9-yl)pentyl)dicyclohexylphosphonium bromide [Br-].C12CCCC(CCC1)B2CCCCC[PH+](C2CCCCC2)C2CCCCC2